1-(2-amino-4-methylphenyl)piperidin-4-ol NC1=C(C=CC(=C1)C)N1CCC(CC1)O